1-{3-cyclopropyl-2-fluoro-5-[(2R)-2-methylmorpholin-4-yl]phenyl}-3-[(1-ethyl-1H-pyrazol-4-yl)methyl]-4-methylpyridin-2(1H)-one C1(CC1)C=1C(=C(C=C(C1)N1C[C@H](OCC1)C)N1C(C(=C(C=C1)C)CC=1C=NN(C1)CC)=O)F